CC1=C(C2=C(CCOC23CC(N(CC3)CC=3C=NN(C3)C)C)S1)C 2,2',3-trimethyl-1'-[(1-methylpyrazol-4-yl)methyl]spiro[6,7-dihydrothieno[3,2-c]pyran-4,4'-piperidine]